1-(4-fluorophenyl)-2-oxo-pyridine FC1=CC=C(C=C1)N1C(C=CC=C1)=O